6-(6-ethynyl-5-fluoro-4-methylpyridin-3-yl)-5-(3-fluoro-4-((4-methylpyrimidin-2-yl)oxy)phenyl)-7-methyl-7H-pyrrolo[2,3-d]pyrimidin-4-amine C(#C)C1=C(C(=C(C=N1)C1=C(C2=C(N=CN=C2N)N1C)C1=CC(=C(C=C1)OC1=NC=CC(=N1)C)F)C)F